N(C(=O)C)C1CC(C1)N1C2=CC=CC=3C=C(N(CC1)C32)C3=NC2=C(N3C)C(=CC(=C2)C(=O)O)OC 2-[9-(3-acetaminocyclobutyl)-1,9-diazatricyclo[6.3.1.04,12]dodeca-2,4(12),5,7-tetraen-2-yl]-7-methoxy-1-methyl-benzimidazole-5-carboxylic acid